ClC1=CC=C(CCNC=2N=CC(=NC2)C(=O)NN)C=C1 5-((4-chlorophenethyl)amino)pyrazine-2-carbohydrazide